(2R,4R)-1-benzyl 2-methyl 4-hydroxypyrrolidine-1,2-dicarboxylate O[C@@H]1C[C@@H](N(C1)C(=O)OCC1=CC=CC=C1)C(=O)OC